N-(2,3-difluorophenyl)-1-methyl-2-oxo-3-(phenylselenyl)piperidine-3-carboxamide FC1=C(C=CC=C1F)NC(=O)C1(C(N(CCC1)C)=O)[Se]C1=CC=CC=C1